6-((4-(5-(2,5-dihydro-1H-pyrrol-1-yl)pyridin-3-yl)-1H-1,2,3-triazol-1-yl)methyl)-2-((4,4-dimethylpiperidin-1-yl)methyl)-1H-indole-1-carboxylic acid tert-butyl ester C(C)(C)(C)OC(=O)N1C(=CC2=CC=C(C=C12)CN1N=NC(=C1)C=1C=NC=C(C1)N1CC=CC1)CN1CCC(CC1)(C)C